NC1=NN(C2=CC=CC(=C12)C=1C=C2C=CC=C(C2=CC1)C(=O)NC1=CC(=CC(=C1)Cl)Cl)C1CCCCC1 6-(3-amino-1-cyclohexyl-1H-indazol-4-yl)-N-(3,5-dichlorophenyl)-1-naphthalenamide